3-(trifluoromethyl)imidazo[1,5-a]pyridine-1-carboxylic acid FC(C1=NC(=C2N1C=CC=C2)C(=O)O)(F)F